(+/-)-trans-nerolidol CC(=CCC/C(=C/CCC(C)(C=C)O)/C)C